C(C)(C)(C)N\1S(C2=C(/C1=C(\C(=O)[O-])/C1=CC=CC=C1)C=C(C=C2)C)(=O)=O (E)-2-(2-(tert-butyl)-5-methyl-1,1-dioxidobenzo[d]isothiazol-3(2H)-ylidene)-2-phenylacetate